FC(C(C(C(F)(F)F)(F)F)(F)F)F 1,1,2,2,3,3,4,4,4-nonafluorobutane